ClC1=C(C=C(C=C1)CN1C=NC2=CC=C(C=C2C1=O)OC1=CC(=NC=C1)C=1C=NN(C1)C)F 3-[(4-chloro-3-fluorophenyl)methyl]-6-{[2-(1-methylpyrazol-4-yl)-4-pyridyl]oxy}quinazolin-4-one